N-(7-chloro-6-(1-(4-hydroxy-3-methyltetrahydrofuran-3-yl)piperidin-4-yl)isoquinolin-3-yl)-3-oxabicyclo[4.1.0]heptane-7-carboxamide ClC1=C(C=C2C=C(N=CC2=C1)NC(=O)C1C2CCOCC12)C1CCN(CC1)C1(COCC1O)C